3-((4-(4-(4-(3-(4-((4-([1,1'-biphenyl]-3-yl)-5-chloropyrimidin-2-yl)amino)piperidin-1-yl)-3-oxopropyl)piperazin-1-yl)piperidin-1-yl)phenyl)amino)piperidine-2,6-dione C1(=CC(=CC=C1)C1=NC(=NC=C1Cl)NC1CCN(CC1)C(CCN1CCN(CC1)C1CCN(CC1)C1=CC=C(C=C1)NC1C(NC(CC1)=O)=O)=O)C1=CC=CC=C1